C(#N)C=1C=C2C(=NNC2=C(C1)OC(F)F)C1=C(C(=O)N)C=CC(=C1)F (5-cyano-7-(difluoromethoxy)-1H-indazol-3-yl)-4-fluorobenzamide